FC1(CC2(C1)CCC1(OCCO1)CC2)F 2,2-difluoro-8,11-dioxadispiro[3.2.47.24]tridecane